S(C)(=O)(=O)O.NCCCCCCCCCCN 1,10-diaminodecane mesylate